C1(=CC=CC=C1)C1=C(C=C(C=C1)C1=CC(=CC=C1)C1=NC(=NC(=N1)C1=CC=CC=C1)C1=CC=CC=C1)C1=NC(=NC(=N1)C1=CC=CC=C1)C1=CC=CC=C1 6,6'-([1,1':4',1''-terphenyl]-2',3''-diyl)bis(2,4-diphenyl-1,3,5-triazine)